The molecule is a substituted diphenylfuran in which two amino[(1-methylbutyl)amino]methyl substituents are located at the two para-positions on the phenyl rings. It is a substituted diphenylfuran and an aminal. It derives from a hydride of a 2,5-diphenylfuran. CCC[C@@H](C)N[C@@H](C1=CC=C(C=C1)C2=CC=C(O2)C3=CC=C(C=C3)[C@@H](N)N[C@H](C)CCC)N